3,3',3'',3'''-(cyclohex-1-ene-1,2,4,5-tetrayl)tetrapropionitrile C1(=C(CC(C(C1)CCC#N)CCC#N)CCC#N)CCC#N